N[C@H]1CS(C2=C(N(C1=O)CC1=CC=C(C=C1)Cl)C=C(C(=C2)F)C2=NOC(=N2)C=2C=NC(=CC2C)C)(=O)=O (3R)-3-amino-5-[(4-chlorophenyl)methyl]-7-[5-(4,6-dimethyl-3-pyridyl)-1,2,4-oxadiazol-3-yl]-8-fluoro-1,1-dioxo-2,3-dihydro-1lambda6,5-benzothiazepin-4-one